C1(CCC(CCCCC)O1)=O δ-Nonanolacton